C1(CC1)CN(C1=C(C(=NC=N1)NCC1=CC=C(C=C1)CC(=O)N)F)CC1=CC=C(C=C1)C(F)(F)F 2-[4-[[[6-[cyclopropylmethyl-[[4-(trifluoromethyl)phenyl]methyl]amino]-5-fluoro-pyrimidin-4-yl]amino]methyl]phenyl]acetamide